CNC(=O)C=1C=CC(=C2C=CC=NC12)N[C@@H]1CN(CC1)CC(N1[C@@H](C[C@@H](C1)F)C#N)=O N-methyl-5-[[(3S)-1-[2-oxo-2-[(2S,4S)-2-cyano-4-fluoro-pyrrolidin-1-yl]ethyl]pyrrolidin-3-yl]amino]quinoline-8-carboxamide